(S)-2-((tert-butyloxycarbonyl)amino)-3,3-dimethylbutanoic acid C(C)(C)(C)OC(=O)N[C@H](C(=O)O)C(C)(C)C